Tri(3,5-xylyl)phosphine C1(=CC(=CC(=C1)C)C)P(C1=CC(=CC(=C1)C)C)C1=CC(=CC(=C1)C)C